n-(4-fluorophenyl)-N-(methylsulfonyl)glycine CS(=O)(=O)N(CC(=O)O)C1=CC=C(C=C1)F